Hexacosa-16,19-dienoic acid C(CCCCCCCCCCCCCCC=CCC=CCCCCCC)(=O)O